tert-butyl 4-amino-3,3-difluoropyrrolidine-1-carboxylate NC1C(CN(C1)C(=O)OC(C)(C)C)(F)F